N*2*-(1,1-dioxo-hexahydro-1lambda*6*-thiopyran-4-yl)-5-(2-isopropyl-4,5-dimethoxy-phenoxy)-pyrimidine-2,4-diamine HCl salt Cl.O=S1(CCC(CC1)NC1=NC=C(C(=N1)N)OC1=C(C=C(C(=C1)OC)OC)C(C)C)=O